2-((5R)-5-methyl-6-(pyrrolidin-3-yl)-6,7,8,9-tetrahydro-5H-pyrido[3',4':4,5]pyrrolo[2,3-c]pyridazin-3-yl)phenol C[C@H]1N(CCC2=C1C1=C(N=NC(=C1)C1=C(C=CC=C1)O)N2)C2CNCC2